C(C)OC(CCCCN1CC(C(CC1)C#CC1=CC=C(C2=CC=CC=C12)[C@@H](C)NC(=O)C=1C=C(C=CC1C)NC1CN(C1)C(=O)OC(C)(C)C)F)=O tert-butyl 3-((3-(((1R)-1-(4-((1-(5-ethoxy-5-oxopentyl)-3-fluoropiperidin-4-yl)ethynyl)naphthalen-1-yl)ethyl)carbamoyl)-4-methylphenyl)amino)azetidine-1-carboxylate